4-fluoro-6-((tetrahydro-2H-pyran-4-yl)oxy)pyrimidin-2-amine FC1=NC(=NC(=C1)OC1CCOCC1)N